N1=NC(=NN=C1C1=CC=C(C(=O)O)C=C1)C1=CC=C(C(=O)O)C=C1 4,4'-(1,2,4,5-tetrazine-3,6-diyl)dibenzoic acid